(S)-3-isocyanotetrahydrofuran [N+](#[C-])[C@@H]1COCC1